ClC1=C(C=CC=C1)N1C(C=C(C2=CC=C(C=C12)C(F)(F)F)NC)=O 1-(2-chlorophenyl)-4-(methylamino)-7-(trifluoromethyl)quinolin-2(1H)-one